FC1=C(C(=CC=C1O)F)C(=O)N1CC2(C1)CC(C2)C2=CC(=NN2C2=C(C=CC=C2)C)C (2,6-difluoro-3-hydroxyphenyl)(6-(3-methyl-1-(o-tolyl)-1H-pyrazol-5-yl)-2-azaspiro[3.3]heptan-2-yl)methanone